(S)-7-((R)-3-Cyclohexyl-2-methylpropanoyl)-10-hydroxy-7-azaspiro[4.5]decan C1(CCCCC1)C[C@H](C(=O)N1CC2(CCCC2)[C@H](CC1)O)C